C(C)N1C([C@@H]2N(C3=C1C(N(C=1N=C(C(=CC31)F)C3=C(C=CC=C3OC)F)C=3C(=NC=CC3C)C(C)C)=O)CCNC2)=O (4aR)-6-ethyl-11-fluoro-10-(2-fluoro-6-methoxyphenyl)-8-(2-isopropyl-4-methylpyridin-3-yl)-2,3,4,4a,6,8-hexahydro-1H-pyrazino[1',2':4,5]pyrazino[2,3-c][1,8]naphthyridin-5,7-dione